4-[(1,4,8,11-tetraazacyclotetradecyl)methyl]benzoic acid N1(CCNCCCNCCNCCC1)CC1=CC=C(C(=O)O)C=C1